tert-butyl 2-((2-fluoro-4-iodophenyl) amino)-5-methoxythieno[2,3-b]pyridine-3-carboxylate FC1=C(C=CC(=C1)I)NC1=C(C=2C(=NC=C(C2)OC)S1)C(=O)OC(C)(C)C